OCCOC(C=C)=O 2-hydroxyethyl-acrylate